2-(2-bromo-3-chloro-phenyl)-2-fluoro-propionic acid methyl ester COC(C(C)(F)C1=C(C(=CC=C1)Cl)Br)=O